CC1=NC(=CC(=N1)NC1=NN2C(C=C(C=C2)C2=C(C=NC(=C2)C)OCC(CNC(OC(C)(C)C)=O)NC(OC(C)(C)C)=O)=C1)C di-tert-butyl (3-((4-(2-((2,6-dimethylpyrimidin-4-yl)amino)pyrazolo[1,5-a]pyridin-5-yl)-6-methylpyridin-3-yl)oxy)propane-1,2-diyl)dicarbamate